ClC1=CC=C(C=C1)NCC(=O)O 2-((4-chlorophenyl)amino)acetic acid